BrC1=CN=C(S1)C1C(=C(NC(=C1C=1OC(=NN1)C)CCC1=CC=C(C=C1)F)CC(C)C)C(=O)N 4-(5-bromothiazol-2-yl)-6-(4-fluorophenethyl)-2-isobutyl-5-(5-methyl-1,3,4-oxadiazol-2-yl)-1,4-dihydropyridine-3-carboxamide